CC1=C(C(=CC(=C1)C)C)N1C=NCC1 2,4,6-trimethylphenylimidazolin